BrC=1C(=C(C(=CC1)F)N1C(=NN=C1C)C)F 4-(3-bromo-2,6-difluorophenyl)-3,5-dimethyl-4H-1,2,4-triazole